2-(1-methylcyclopropylamino)-4-(methylsulfinyl)pyrimidine-5-carboxamide CC1(CC1)NC1=NC=C(C(=N1)S(=O)C)C(=O)N